O1C(OCC1)C1=CN=C(S1)C(=O)N1CCC2=C(C=CC=C12)Br [5-(1,3-dioxolan-2-yl)thiazol-2-yl](4-bromoindolin-1-yl)methanone